C(C)(C)(C)OC(=O)N1[C@@H](CC[C@H]1CC(=O)OC)C(=O)OC(C)(C)C (2S,5S)-5-(2-methoxy-2-oxoethyl)pyrrolidine-1,2-dicarboxylic acid di-tert-butyl ester